C(C)N1C2=CC=CC=C2C=2C=C(C=CC12)CN (9-ethyl-9H-carbazol-3-ylmethyl)-amine